C1(CC1)C1=NC=NC(=C1)OC(F)F 4-cyclopropyl-6-(difluoromethoxy)pyrimidin